tert-butyl (S)-4-(6-(4-(1H-imidazol-1-yl)-2-(methoxymethoxy)phenyl)-1,2,4-triazin-3-yl)-2-isopropylpiperazine-1-carboxylate N1(C=NC=C1)C1=CC(=C(C=C1)C1=CN=C(N=N1)N1C[C@@H](N(CC1)C(=O)OC(C)(C)C)C(C)C)OCOC